CC1C(=C(CC1)C(=O)O)C(=O)O 3-methyl-cyclopent-1-ene-1,2-dicarboxylic Acid